O=C1NC(CCC1N1C(C2=CC=C(C=C2C1O)OCCCCC(=O)OC(C)(C)C)=O)=O tert-butyl 5-((2-(2,6-dioxopiperidin-3-yl)-3-hydroxy-1-oxoisoindolin-5-yl)oxy)pentanoate